C=1OC(=CN2C1C=NC=C2)O pyrazino[2,1-c][1,4]oxazin-3-ol